BrC1=C2CN(CC2=CC=C1)C(=O)OC(C)(C)C tert-butyl 4-bromo-2,3-dihydro-1H-isoindole-2-carboxylate